4-methyl-3-thiosemicarbazide CNC(NN)=S